2,4,6-triisopropyl-phenyl-carbodiimide C(C)(C)C1=C(C(=CC(=C1)C(C)C)C(C)C)N=C=N